Tri-tert.-Butylamin C(C)(C)(C)N(C(C)(C)C)C(C)(C)C